2-[4-(5-Amino-4-cyano-1-isopropylpyrazol-3-yl)phenyl]-N-[5-(2,2-dimethylpropyl)-1,3-thiazol-2-yl]acetamide NC1=C(C(=NN1C(C)C)C1=CC=C(C=C1)CC(=O)NC=1SC(=CN1)CC(C)(C)C)C#N